(2-fluoro-5-methoxyphenyl)pyridazin-4-amine FC1=C(C=C(C=C1)OC)C=1N=NC=CC1N